N=1C=CSC2=NC=CC21 4,7,3-benzothiadiazole